(R)-3-(5-(difluoromethoxy)-4-((6-oxo-5-(trifluoromethyl)-1,6-dihydropyridazin-4-yl)amino)pentyl)-7-(5-(difluoromethoxy)pyrazin-2-yl)-6-fluoroquinazolin-4(3H)-one FC(OC[C@@H](CCCN1C=NC2=CC(=C(C=C2C1=O)F)C1=NC=C(N=C1)OC(F)F)NC=1C=NNC(C1C(F)(F)F)=O)F